N1=CC=C(C=C1)C=1C=C(C=CC1)C=1N=C(SC1)NC(=O)[C@H]1N(CC1)C(=O)OC(C)(C)C (S)-tert-butyl 2-((4-(3-(pyridin-4-yl)phenyl)thiazol-2-yl)carbamoyl)azetidine-1-carboxylate